C1(=CC(=CC(=C1)C(=O)P(=O)(C1=CC=CC=C1)C1=CC=CC=C1)C(=O)P(=O)(C1=CC=CC=C1)C1=CC=CC=C1)C(=O)P(=O)(C1=CC=CC=C1)C1=CC=CC=C1 benzene-1,3,5-triyltris((diphenylphosphoryl)methanone)